C1(=CC=CC=C1)C=1C(=C(C(=NC1)C1=C(C=CC=2SC3=C(C21)C=CC=C3)C3=C(C(=CC=2C1=CC=CC=C1CC32)C)C)C3=NN=NC=C3)C3=CC=CC=C3 diphenyltriazinyl[(dimethylfluorenyl)dibenzothiophenyl]pyridine